dimethyl-magnesium phosphate salt P(=O)(O)(O)O.C[Mg]C